hexylisatin C(CCCCC)N1C(=O)C(=O)C2=CC=CC=C12